CN1C(=NC=C1)C=1C=C(C=CC1)O 3-(1-methyl-1H-imidazol-2-yl)phenol